BrC=1C(=C(C(=CC1C)C)NC(=O)CC[C@H](C(=O)OC)NC(=O)OC(C)(C)C)C methyl (2R)-4-[(3-bromo-2,4,6-trimethylphenyl)carbamoyl]-2-{[(tert-butoxy)carbonyl]amino}butanoate